C1(=CC=CC2=CC=CC=C12)C1=NC=CC=C1Cl 2-(1-naphthyl)-3-chloropyridine